NC1=C(C=C(CNC(OC(C)(C)C)=O)C=C1)OCCCCCCC tert-butyl (4-amino-3-(heptyloxy)benzyl)carbamate